2-(4-fluorophenyl)-N-{4-[7-(2-oxopyrrolidin-1-yl)-3-(pyridin-2-yl)-1H-pyrrolo[3,2-b]pyridin-2-yl]pyridin-2-yl}acetamide FC1=CC=C(C=C1)CC(=O)NC1=NC=CC(=C1)C1=C(C2=NC=CC(=C2N1)N1C(CCC1)=O)C1=NC=CC=C1